C(#N)N1CC=2N(N=CC2C1)N1N=C(C=C1)C(=O)N (5-cyano-5,6-dihydropyrrolo[3,4-c]pyrazol-1(4H)-yl)-1H-pyrazole-3-carboxamide